C1(CC1)C1=CC2=C(N=C(N=C2N[C@H](C)C2=C(C(=CC=C2)C(F)F)F)C)N(C1=O)C |r| (±)-6-cyclopropyl-4-((1-(3-(difluoromethyl)-2-fluorophenyl)ethyl)amino)-2,8-dimethylpyrido[2,3-d]pyrimidin-7(8H)-one